6-(ethylsulfonyl)-2-methylpyrido[3,4-d]pyrimidin-4-ol C(C)S(=O)(=O)C1=CC2=C(N=C(N=C2O)C)C=N1